(S)-2-((6-((4-cyano-2-fluorobenzyl)thio)-3',6'-dihydro-[2,4'-bipyridin]-1'(2'H)-yl)methyl)-1-(oxetan-2-ylmethyl)-1H-benzo[d]imidazole-6-carboxylic acid methyl ester COC(=O)C=1C=CC2=C(N(C(=N2)CN2CCC(=CC2)C2=NC(=CC=C2)SCC2=C(C=C(C=C2)C#N)F)C[C@H]2OCC2)C1